methyl 3-methylsulfonyloxycyclobutane-carboxylate CS(=O)(=O)OC1CC(C1)C(=O)OC